5-(4-(methylsulfonyl)styryl)-1H-1,2,3-triazole-4-carboxylic acid CS(=O)(=O)C1=CC=C(C=CC2=C(N=NN2)C(=O)O)C=C1